[1-(4-bromophenyl)-4-piperidyl]methyl 4-methylbenzenesulfonate CC1=CC=C(C=C1)S(=O)(=O)OCC1CCN(CC1)C1=CC=C(C=C1)Br